C(/C=C\C(=O)O)N cis-aminocrotonic acid